chloro(1,5-cyclooctadiene) iridium chloride [Ir](Cl)(Cl)Cl.ClC1=CCCC=CCC1